ClC1=CC=C(C2=C1NC(=N2)C)C(=O)OCC ethyl 7-chloro-2-methyl-1H-benzo[d]imidazole-4-carboxylate